BrCCCCCC=C 7-bromo-1-heptene